CC12[C@@H](C[C@H](CC1)C2(C)C)CC(=O)O.C21(C(CC(CC2)C1(C)C)CC(=O)O)C.BrC=1C=C2C=CC=C(C2=CC1)C=1SC2=C(N1)C=CC=C2 2-(6-bromonaphthalen-1-yl)benzothiazole BORNYL-ACETATE ((2S,4S)-1,7,7-trimethylbicyclo[2.2.1]heptan-2-yl-acetate)